[2-(4-fluoro-2-methyl-phenoxy)-5,6-dimethyl-3-pyridinyl]boronic acid FC1=CC(=C(OC2=NC(=C(C=C2B(O)O)C)C)C=C1)C